BrC=1C=C(C(=C(C1)F)OC(F)(F)F)F 5-bromo-1,3-difluoro-2-(trifluoromethoxy)benzene